C(C)(=O)C=1C=C(C=C2C(=CC(=NC12)N1CC(CC1)C=1C=NN(C1)C)C#N)C 8-acetyl-6-methyl-2-(3-(1-methyl-1H-pyrazol-4-yl)pyrrolidin-1-yl)quinoline-4-carbonitrile